[6-[3-(1-hydroxycyclopropyl)-1,2,4-triazol-1-yl]-2-azaspiro[3.3]heptan-2-yl]-[6-[4-(trifluoromethyl)thiazol-2-yl]oxy-2-azaspiro[3.3]heptan-2-yl]methanone OC1(CC1)C1=NN(C=N1)C1CC2(CN(C2)C(=O)N2CC3(C2)CC(C3)OC=3SC=C(N3)C(F)(F)F)C1